methyl 2-[[4-[5-(trifluoromethyl)-1,2,4-oxadiazol-3-yl]phenyl]methyl]-1,2,4-triazole-3-carboxylate FC(C1=NC(=NO1)C1=CC=C(C=C1)CN1N=CN=C1C(=O)OC)(F)F